ClC1=CC(=C(C(=O)N2CC=3N=C(SC3C2)NC(C2=CN=C(C=C2C2=C(C=CC(=C2)C#N)OC)C)=O)C=C1)OC N-(5-(4-chloro-2-methoxybenzoyl)-5,6-dihydro-4H-pyrrolo[3,4-d]thiazol-2-yl)-4-(5-cyano-2-methoxyphenyl)-6-methylnicotinamide